C[C@@](CCl)(C(=O)O[C@H]1CC(=C)[C@@H]2C[C@@H]([C@]3([C@@H]2[C@@H]4[C@@H]1C(=C)C(=O)O4)CO3)O)O The molecule is a sesquiterpene lactone that is isolated from Acroptilon repens and displays anti-allergic properties. It has a role as an anti-allergic agent and a plant metabolite. It is a sesquiterpene lactone, an azulenofuran, an epoxide, an olefinic compound, a tertiary alcohol, a secondary alcohol, an organochlorine compound and an organic heterotetracyclic compound.